(N-(4,5-bis-methanesulfonyl-2-methyl-benzoyl)-guanidine) HCl salt Cl.CS(=O)(=O)C1=CC(=C(C(=O)NC(=N)N)C=C1S(=O)(=O)C)C